O=C1CNN(C(C1)=O)C(=O)NCCC 4,6-dioxo-N-propyl-tetrahydropyridazine-1(2H)-carboxamide